C1(CC1)CN(C(=O)C=1C=C2N=C(C=NC2=CC1)C1=CC=2C(N=C1)=NN(C2)C)C(C)C N-(cyclopropylmethyl)-3-(2-methyl-2H-pyrazolo[3,4-b]pyridin-5-yl)-N-(2-propanyl)-6-quinoxalinecarboxamide